FC(C)(F)C1=NC(=CC(=N1)NC1=CC(=NC=C1OCCF)NC(C)=O)CC N-(4-((2-(1,1-difluoroethyl)-6-ethylpyrimidin-4-yl)amino)-5-(2-fluoroethoxy)pyridin-2-yl)acetamide